CC1(CN(CCO1)C1=CC2=C(C[C@@](O2)(C)CO)C=C1NC(=O)C=1C=NN2C1N=CC=C2)C N-[(2S)-6-(2,2-dimethylmorpholin-4-yl)-2-(hydroxymethyl)-2-methyl-3H-benzofuran-5-yl]pyrazolo[1,5-a]pyrimidine-3-carboxamide